4-{8-[(2-cyano-2-methylideneethyl)amino]-7-methoxynaphthalen-2-yl}-N-[(3S)-1-methylpiperidin-3-yl]pyrimidine-2-carboxamide C(#N)C(CNC=1C(=CC=C2C=CC(=CC12)C1=NC(=NC=C1)C(=O)N[C@@H]1CN(CCC1)C)OC)=C